3,5-bis(trimethylsilyl)benzenesulfonic acid C[Si](C=1C=C(C=C(C1)[Si](C)(C)C)S(=O)(=O)O)(C)C